2-(3-(benzyloxy)propoxy)-1-methyl-1H-imidazo[4,5-d]thieno[3,2-b]pyridine C(C1=CC=CC=C1)OCCCOC1=NC=2C(=C3C(=NC2)C=CS3)N1C